FC1=CC=C(C=C1)/C(=C\C1=CC=C(C=C1)F)/C1=NC2=CC=CC=C2C=C1 (E)-2-(1,2-bis(4-fluorophenyl)ethenyl)quinoline